NC1=C(C=2C(=NC=C(C2S1)F)C=1C2=C(C=3C=NC(=NC3C1F)N1C[C@H](CC1)N(C)C(COC)C)COC2)C#N 2-Amino-7-fluoro-4-(5-fluoro-3-((3S)-3-((1-methoxypropan-2-yl)(methyl)amino)pyrrolidin-1-yl)-7,9-dihydrofuro[3,4-f]quinazolin-6-yl)thieno[3,2-c]pyridine-3-carbonitrile